N,N-dimethyl-1-[5-[(3S)-3-methyl-2,3,4,5-tetrahydropyridin-6-yl]-1,3-benzothiazol-2-yl]propan-2-amine CN(C(CC=1SC2=C(N1)C=C(C=C2)C=2CC[C@@H](CN2)C)C)C